4-Cyano-N-(3-(3-methoxyphenyl)isoxazol-5-yl)morpholine-2-carboxamide C(#N)N1CC(OCC1)C(=O)NC1=CC(=NO1)C1=CC(=CC=C1)OC